ClC1=C(C=NC(=C1)N1N=NC=C1)COC1=CC=CC(=N1)C1=CC(=C(CC2=NC3=C(N2CC(C)(C)OC)C=C(C=C3)C(=O)O)C=C1F)F 2-(4-(6-((4-chloro-6-(1H-1,2,3-triazol-1-yl)pyridin-3-yl)methoxy)pyridin-2-yl)-2,5-difluorobenzyl)-1-(2-methoxy-2-methylpropyl)-1H-benzo[d]imidazole-6-carboxylic acid